2-((2S,3S-4R)-2-((benzylamino)methyl)-5-chloro-6-fluoro-3-methyl-2-phenyl-2,3-dihydrobenzofuran-4-yl)-3-fluoro-4-((S)-2-hydroxypropoxy)benzamide iron nickel niobium molybdenum [Mo].[Nb].[Ni].[Fe].C(C1=CC=CC=C1)NC[C@@]1(OC2=C([C@@H]1C)C(=C(C(=C2)F)Cl)C2=C(C(=O)N)C=CC(=C2F)OC[C@H](C)O)C2=CC=CC=C2